8-chloro-2-(6-ethoxy-3-pyridinyl)quinazoline-4-carboxylic acid ClC=1C=CC=C2C(=NC(=NC12)C=1C=NC(=CC1)OCC)C(=O)O